C1=CC=CC=2N(C3=C(C=CC21)C=CC=C3)C3=CC(=C(C(=C3)C)C3=C(C(=NC(=C3C#N)C3=CC=CC=C3)C3=CC=CC=C3)C#N)C 4-(4-(5H-dibenzo[b,f]azepin-5-yl)-2,6-dimethylphenyl)-2,6-diphenylpyridine-3,5-dicarbonitrile